ClC=1C=C(C=C(C1)NS(=O)(=O)C)NC(=O)C=1SC(=C(C1)C=1N(C=CN1)CCC1=CC=CC=C1)C N-(3-chloro-5-(methylsulfonylamino)phenyl)-5-methyl-4-(1-phenethyl-1H-imidazol-2-yl)thiophene-2-carboxamide